ClC1=NC=CC(=C1Cl)O 2,3-dichloropyridin-4-ol